OC(C)CC(CCCCCCCCCCCCCCCCCCCCC)=O 2-hydroxy-4-oxopentacosane